Diphenyltriazinyl[phenyl(dimethylfluorenyl)dibenzothiophenyl]Benzene C1(=CC=CC=C1)C1=C(C(=C(C=C1)C1=C(C(=CC=2SC3=C(C21)C=CC=C3)C3=CC=CC=C3)C3=C(C(=CC=2C1=CC=CC=C1CC32)C)C)C3=NN=NC=C3)C3=CC=CC=C3